3-(methylsulfonyl)dihydrofuran-2(3H)-one CS(=O)(=O)C1C(OCC1)=O